(S)-2-((7-((4-bromophenyl-benzyl)oxy)-3,4-dihydroisoquinolin-2(1H)-yl)methyl)-1-((oxetan-2-yl)methyl)-1H-benzo[d]imidazole-6-carboxylic acid tert-butyl ester C(C)(C)(C)OC(=O)C=1C=CC2=C(N(C(=N2)CN2CC3=CC(=CC=C3CC2)OC(C2=CC=CC=C2)C2=CC=C(C=C2)Br)C[C@H]2OCC2)C1